CC(C#N)(C)C1=NC=C(C=C1)NCC#CC=1N(C2=CC=CC(=C2C1)NCC1CCOCC1)CC(F)(F)F 2-methyl-2-{5-[(3-{4-[(oxan-4-ylmethyl)amino]-1-(2,2,2-trifluoroethyl)-1H-indol-2-yl}prop-2-yn-1-yl)amino]pyridin-2-yl}propanenitrile